6-[1-[[4-[Methyl(2-phenoxyethyl)amino]tetrahydropyran-4-carbonyl]amino]cyclopropyl]pyridine-3-carboxylic acid CN(C1(CCOCC1)C(=O)NC1(CC1)C1=CC=C(C=N1)C(=O)O)CCOC1=CC=CC=C1